C(C)(=O)OCC(CC1=C(N(C2=CC=C(C=C12)Br)CC)C=1C(=NC=CC1)[C@H](C)OC)(C)C (S)-3-(5-bromo-1-ethyl-2-(2-(1-methoxyethyl)pyridin-3-yl)-1H-indol-3-yl)-2,2-dimethylpropyl acetate